C(C)(=O)C1(NC(N([C@H]2[C@H](OC)[C@H](O)[C@@H](CO)O2)C=C1)=O)N 4-acetyl-2'-O-methylcytidine